((R)-1-phenylethyl)-6-(1,2,5,6-tetrahydropyridin-3-yl)-2,3,4,9-tetrahydro-1H-carbazol-1-amine C1(=CC=CC=C1)[C@@H](C)C1(CCCC=2C3=CC(=CC=C3NC12)C=1CNCCC1)N